benzo-(1,2,3)-thiadiazole-7-carbothioic acid S-methyl ester CSC(=O)C1=CC=CC=2N=NSC21